allyl-diethylene glycol e-carbonate C(O)(O)=O.C(C=C)C(COCCO)O